1-ethyl-2,3-dimethylbenzene C(C)C1=C(C(=CC=C1)C)C